BrC1=C(C=C(C=C1)OC)C1(CC1)C#N 1-(2-Bromo-5-methoxy-phenyl)-cyclopropanecarbonitrile